C(C)(C)(C)OC(=O)N1CC2(CC1)CCN(CC2)C2=NC(=C1N2C=CN=C1N)Br 8-(8-amino-1-bromoimidazo[1,5-a]pyrazin-3-yl)-2,8-diazaspiro[4.5]decane-2-carboxylic acid tert-butyl ester